C(C)C1(CC=CC(=C1C(=O)OC)C)C methyl 6-ethyl-2,6-dimethylcyclohexa-1,3-diene-1-carboxylate